[Cl-].NC(CC)(N)N Triaminopropane chloride